C1(CC1)C1=C(C(=NO1)C1=C(C=CC=C1Cl)Cl)CO[C@H]1[C@@H]2C(N([C@H](C1)C2)C2=CC(=C(C(=O)NS(=O)(=O)[C@H]1[C@@H](CCC1)O)C=C2)F)=O 4-[(1S,4R,5R)-5-{[5-cyclopropyl-3-(2,6-dichlorophenyl)-1,2-oxazol-4-yl]Methoxy}-3-oxo-2-azabicyclo[2.2.1]Heptane-2-yl]-2-fluoro-N-{[(1R,2R)-2-hydroxycyclopentyl]Sulfonyl}benzamide